NC1=C(C=C(C=C1)C1=CC=C(C=C1)F)NC(C1=CC=C(C=C1)S(=O)(=N)C=1C=NC=C(C1)F)=O N-(4-amino-4'-fluoro-[1,1'-biphenyl]-3-yl)-4-(5-fluoropyridine-3-sulfonimidoyl)benzamide